ClC1=NC(=NC(=C1F)NC1=NNC(=C1)C)NC1C2CC3(CC(CC1C3)C2)O 4-[(4-chloro-5-fluoro-6-[(5-methyl-1H-pyrazol-3-yl)amino]pyrimidin-2-yl)amino]adamantan-1-ol